methyl 6-chloroquinoline-3-carboxylate ClC=1C=C2C=C(C=NC2=CC1)C(=O)OC